ClC=1C=C(C=NC1)C=1C(=C(C=CC1)CC(=O)N[C@H]1C(CCC[C@@H]1OC1CCN(CC1)C(C)C)(F)F)C1CC1 2-(3-(5-chloropyridin-3-yl)-2-cyclopropylphenyl)-N-((1R,6S)-2,2-difluoro-6-((1-isopropylpiperidin-4-yl)oxy)cyclohexyl)acetamide